[Zr].NCCN1CCOCC1 N-(2-Aminoethyl)Morpholine zirconium